NC1=NC=C(C2=C1C=NN2COCC[Si](C)(C)C)NC(=O)C(=O)N(CC2=NC=CC=C2)CC(CC)C N-[4-amino-1-(2-trimethylsilylethoxymethyl)pyrazolo[4,3-c]pyridin-7-yl]-N'-(2-methylbutyl)-N'-(2-pyridylmethyl)oxamide